2-{3-[(2R,6S)-2,6-dimethylmorpholine-4-carbonyl]-5,6-dihydrocyclopenta[c]pyrazol-1(4H)-yl}-1-{4-[2-fluoro-3-(trifluoromethyl)phenyl]piperidin-1-yl}ethan-1-one C[C@@H]1CN(C[C@@H](O1)C)C(=O)C=1C2=C(N(N1)CC(=O)N1CCC(CC1)C1=C(C(=CC=C1)C(F)(F)F)F)CCC2